dimethyl (4-nitrophenylsulfonyl)methylphosphonate [N+](=O)([O-])C1=CC=C(C=C1)S(=O)(=O)CP(OC)(OC)=O